C(C=C)(=O)N1C[C@H]2C3=C(N(N=C3CC1)C1=C(C=C(C=C1)C1CC1)COC(C=C)=O)CCN2C(=O)OC(C)(C)C |o1:6| tert-butyl (R or S)-7-acryloyl-2-(2-((acryloyloxy)methyl)-4-cyclopropylphenyl)-2,3,4,5a,6,7,8,9-octahydro-5H-1,2,5,7-tetraazabenzo[cd]azulene-5-carboxylate